2-[4-({(1R)-1-[3-(difluoromethyl)-2-fluorophenyl]ethyl}amino)-2-methylpyrido[3,4-d]pyrimidin-6-yl]-2,6-diazaspiro[3.4]octan-7-one FC(C=1C(=C(C=CC1)[C@@H](C)NC=1C2=C(N=C(N1)C)C=NC(=C2)N2CC1(C2)CNC(C1)=O)F)F